CN(C)CC1=C(C=C(C=O)C=C1)OC 4-((dimethylamino)methyl)-3-methoxybenzaldehyde